3-(4-((4-aminobutyl)((1R,4R)-4-aminocyclohexyl)amino)-1-oxoisoindol-2-yl)piperidine-2,6-dione NCCCCN(C1=C2CN(C(C2=CC=C1)=O)C1C(NC(CC1)=O)=O)C1CCC(CC1)N